N1C=NC(=C1)CN1CCN(CC1)C1=CC2=C(CC(O2)(C)C)C=C1NC(=O)C=1C=NN2C1N=CC=C2 N-(6-(4-((1H-imidazol-4-yl)methyl)piperazin-1-yl)-2,2-dimethyl-2,3-dihydrobenzofuran-5-yl)pyrazolo[1,5-a]pyrimidine-3-carboxamide